(R)-6-(1-(fluoromethyl)cyclopropyl)-4-(3-methylmorpholinyl)-2-(1H-pyrazol-3-yl)-2,6,8,9-tetrahydro-7H-1,2,3,6-tetraazabenzo[cd]azulene-7-one FCC1(CC1)N1C=2C3=C(N(N=C3CCC1=O)C1=NNC=C1)N=C(C2)N2[C@@H](COCC2)C